C1(CC1)C1=NSC(=N1)C1=NN=C2N1CCN[C@@H]2C (R)-3-cyclopropyl-5-(8-methyl-5,6,7,8-tetrahydro-[1,2,4]triazolo[4,3-a]pyrazin-3-yl)-1,2,4-thiadiazole